OC=1C=CC(=NC1)NC(OC(C)(C)C)=O tert-butyl N-(5-hydroxy-2-pyridyl)carbamate